succinic acid-2,2,3,3-d4 C(C(C(C(=O)O)([2H])[2H])([2H])[2H])(=O)O